ClC1=CC(=C(OCC=2C=C(C=CC2OC)/C=C/C(=O)C2=C(C=C(C=C2)O)O)C=C1C)C(C)C (E)-3-[3-[(4-Chloro-5-methyl-2-propan-2-ylphenoxy)methyl]-4-methoxyphenyl]-1-(2,4-dihydroxyphenyl)prop-2-en-1-one